Cl.CC1(C2C(N(C(C12)=O)CC1=CC2=NC=CC(=C2S1)C1=C(C(=CC(=N1)C#N)C)C(=O)N1[C@@H](CNCC1)C)=O)C 6-(2-((6,6-dimethyl-2,4-dioxo-3-azabicyclo[3.1.0]hexan-3-yl)methyl)thieno[3,2-b]pyridin-7-yl)-4-methyl-5-((R)-2-methylpiperazine-1-carbonyl)picolinonitrile hydrochloride